C(C)(C)(C)OC(=O)N1CCN(CC1)C1=NC(=NC2=C(C(=C(C=C12)I)Br)F)OCC12CCCN2CCC1 tert-butyl-4-(7-bromo-8-fluoro-6-iodo-2-((tetrahydro-1H-pyrrolizin-7a(5H)-yl)methoxy)quinazolin-4-yl)piperazine-1-carboxylate